Zinc(II) cyanide [C-]#N.[Zn+2].[C-]#N